BrC=1C=C(COC2CCOCC2)C=CC1 4-((3-bromobenzyl)oxy)tetrahydro-2H-pyran